C(C1=CC=CC=C1)OC1=CC=C(C=C1)C=1N(C=CN1)S(=O)(=O)C1=CC=CC=C1 2-(4-(benzyloxy)phenyl)-1-(phenylsulfonyl)-1H-imidazole